The molecule is a cytidine phosphate compound having the phosphate group at the 2'-position. It is a pyrimidine ribonucleoside 2'-monophosphate and a cytidine phosphate. It is a conjugate acid of a cytidine 2'-phosphate(2-). C1=CN(C(=O)N=C1N)[C@H]2[C@@H]([C@@H]([C@H](O2)CO)O)OP(=O)(O)O